2,2',6'-trifluoro-[1,1'-biphenyl]-3-carboxamide dihydrochloride Cl.Cl.FC1=C(C=CC=C1C(=O)N)C1=C(C=CC=C1F)F